3-(1-phenylvinyl)-2-(pyridin-2-yl)-1H-indole-6-carbonitrile C1(=CC=CC=C1)C(=C)C1=C(NC2=CC(=CC=C12)C#N)C1=NC=CC=C1